CC(CCC)C(COC)(COC)C(C)CC 2-(1-methylbutyl)-2-sec-butyl-1,3-dimethoxypropane